N1N=C(C2=CC=CC=C12)C=O Indazole-3-carbaldehyde